(14S)-8-bromo-12,12-dimethyl-17-(pyridin-2-yl)-2λ6-thia-3,9,11,18,23-pentaazatetracyclo[17.3.1.111,14.05,10]tetracosa-1(22),5(10),6,8,19(23),20-hexaene-2,2,4-trione BrC=1C=CC=2C(NS(C3=CC=CC(NC(CC[C@H]4CC(N(C2N1)C4)(C)C)C4=NC=CC=C4)=N3)(=O)=O)=O